OC(C(=O)N[C@H](CO)C)C1CC2=C(C=3NC4=C(C=C(C=C4C13)F)F)C=CC(=C2)F 2-hydroxy-N-[(2S)-1-hydroxypropan-2-yl]-2-{3,8,10-trifluoro-5H,6H,11H-benzo[a]carbazol-6-yl}acetamide